N1=CC(=CC2=CC=CC=C12)C=1C=C2C=3N(C4=NN=CN4C3C=NC2=CC1)C1=CC=C(C=C1)C(C#N)C 4-[4-(quinolin-3-yl)-8,11,13,14,16-pentaazatetracyclo[8.6.0.02,7.011,15]-hexadec-1(10),2,4,6,8,12,14-heptaen-16-yl]Phenyl-propionitrile